FC(C1CC=NO1)(F)F 5-(trifluoromethyl)-4H-isoxazole